ClC1=CC=C(C(=N1)C)SC 6-chloro-2-methyl-3-(methylthio)pyridine